8-(2-(2,6-Dimethylpyridin-4-yl)-3-isopropyl-1H-indol-5-yl)-1,3-diazaspiro[4.5]decan-2,4-dion CC1=NC(=CC(=C1)C=1NC2=CC=C(C=C2C1C(C)C)C1CCC2(C(NC(N2)=O)=O)CC1)C